amino-1,2,4-triazine NC=1N=NC=CN1